(2S,3R)-3-(6-((5-isopropyl-1H-pyrazol-3-yl)amino)-1H-pyrazolo[3,4-b]pyrazin-1-yl)pentan-2-ol C(C)(C)C1=CC(=NN1)NC1=CN=C2C(=N1)N(N=C2)[C@@H]([C@H](C)O)CC